N-(3-(2',4'-difluoro-[1,1'-biphenyl]-4-yl)propyl)-2-(furan-3-yl)-6-methylthieno[2,3-d]pyrimidin-4-amine FC1=C(C=CC(=C1)F)C1=CC=C(C=C1)CCCNC=1C2=C(N=C(N1)C1=COC=C1)SC(=C2)C